6-(4-ethylphenyl)-7-hydroxy-2-oxo-2H-benzopyran-3-carboxylic acid C(C)C1=CC=C(C=C1)C=1C(=CC2=C(C=C(C(O2)=O)C(=O)O)C1)O